N-(3-(5-(2-chloropyrimidin-4-yl)-2-((3R,5R)-3,5-dimethylmorpholino)-thiazol-4-yl)-2-fluorophenyl)-2,6-difluorobenzenesulfonamide ClC1=NC=CC(=N1)C1=C(N=C(S1)N1[C@@H](COC[C@H]1C)C)C=1C(=C(C=CC1)NS(=O)(=O)C1=C(C=CC=C1F)F)F